isobutyl 2-(((isobutoxycarbonyl)amino)methyl)benzoate C(C(C)C)OC(=O)NCC1=C(C(=O)OCC(C)C)C=CC=C1